acrylyl-piperidine C(C=C)(=O)N1CCCCC1